N-(5-(3-chlorophenylsulfonamido)-2-hydroxyphenyl)pentanamide ClC=1C=C(C=CC1)S(=O)(=O)NC=1C=CC(=C(C1)NC(CCCC)=O)O